Benzyl 4-(2-chloro-5,6,7,8-tetrahydropyrido[3,4-d]pyrimidin-4-yl)-5-(2-methoxy-2-oxoethyl)-2-methylpiperazine-1-carboxylate ClC=1N=C(C2=C(N1)CNCC2)N2CC(N(CC2CC(=O)OC)C(=O)OCC2=CC=CC=C2)C